2-ethylhexyl-3-[3-tert-butyl-4-hydroxy-5-(5-chloro-2H-benzotriazol-2-yl) phenyl]propionate C(C)C(COC(CCC1=CC(=C(C(=C1)N1N=C2C(=N1)C=CC(=C2)Cl)O)C(C)(C)C)=O)CCCC